C(#N)N1C[C@@H](CC1)NC(=O)C=1N=C2N(C=C(C=C2)C=2C(=NN(C2)C)C)C1 (R)-N-(1-cyanopyrrolidin-3-yl)-6-(1,3-dimethyl-1H-pyrazol-4-yl)imidazo[1,2-a]pyridine-2-carboxamide